C(C)(C)(CC)OC(C)(C)CC di-t-amyl ether